methyl 2-(3-cyclopropyl-5-{(1S)-1-[3-cyclopropyl-5-(trifluoromethoxy) benzoylamino] ethyl}-1H-1,2,4-triazol-1-yl)-1,3-thiazole-5-carboxylate C1(CC1)C1=NN(C(=N1)[C@H](C)NC(C1=CC(=CC(=C1)OC(F)(F)F)C1CC1)=O)C=1SC(=CN1)C(=O)OC